FC(N1N=C(C=C1)C(C)(C)NC1=NC(=NC(=N1)N)C=1C=C2C(=NNC2=CC1)F)F N2-[1-[1-(difluoromethyl)pyrazol-3-yl]-1-methyl-ethyl]-6-(3-fluoro-1H-indazol-5-yl)-1,3,5-triazine-2,4-diamine